[Si](C1=CC=CC=C1)(C1=CC=CC=C1)(C(C)(C)C)OCC1OCCCC1C1=C2N(C(NC2=NC(=N1)Cl)=O)C 6-(((tert-butyldiphenylsilanyloxy)methyl)tetrahydro-2H-pyran-3-yl)-2-chloro-7-methyl-7,9-dihydro-8H-purin-8-one